O=C1NC(CCC1N1C(C2=CC(=C(C=C2C1=O)F)N1CC(C1)N1CCNCC1)=O)=O 2-(2,6-Dioxopiperidin-3-yl)-5-fluoro-6-(3-(piperazin-1-yl)azetidin-1-yl)isoindoline-1,3-dione